NC=1C2=C(N=CN1)C(=CS2)C=2C=CC(=C(C2)N2OCC[C@H]2C2=CC=CC=C2)C (S)-N-(5-(4-aminothieno[3,2-d]pyrimidine-7-yl)-2-methylphenyl)-3-phenylisoxazolidine